FC(COC1CC=2C(=NC=3N(C2NC2CC(C2)N)N=CC3)C13CC3)F (1R,3R)-N1-(6-(2,2-difluoroethoxy)-6,7-dihydrospiro[cyclopenta[d]pyrazolo[1,5-a]pyrimidine-5,1'-cyclopropane]-8-yl)cyclobutane-1,3-diamine